O[C@@H](C(=O)N1CC2=C(N=C(NC2=O)C2(CC2)C2=CC=CC=C2)CC1)C1=CC=CC=C1 (R)-6-(2-hydroxy-2-phenylacetyl)-2-(1-phenylcyclopropyl)-5,6,7,8-tetrahydropyrido[4,3-d]pyrimidin-4(3H)-one